phosphininate P1=C(C=CC=C1)C(=O)[O-]